C(CCC)N1C=NC2=C1C(=NC=C2Cl)SC(C(=O)N)C 2-(3-butyl-7-chloro-3H-imidazo[4,5-c]pyridin-4-ylsulfanyl)propionamide